C1(CCCCC1)O Trans-cyclohexanol